methyl 4-amino-5-iodo-1-(oxan-4-yl)-6-oxo-1,6-dihydropyridine-3-carboxylate NC=1C(=CN(C(C1I)=O)C1CCOCC1)C(=O)OC